C1(=CC=C(C=C1)OCSCC1=NNC(N1)=O)C 3-[(p-tolyloxymethylthio)methyl]-1H-1,2,4-triazol-5(4H)-one